(2-fluoro-phenyl)-N-(5-fluoro-pyridin-3-yl)-N'-oxidopropan-3-yl-[1,3,5]triazine-2,4-diamine FC1=C(C=CC=C1)C1=NC(=NC(=N1)NC=1C=NC=C(C1)F)NC(CC)[O-]